1-(2-Hydroxyphenyl)-3-(3,4-methylenedioxyphenyl)-2-propen-1-one OC1=C(C=CC=C1)C(C=CC1=CC2=C(C=C1)OCO2)=O